OCCNC(=O)C1=CC2=C(N(C(=N2)NC=2OC3=C(N2)C=CC(=C3)OCC(F)(F)F)C)C=C1 N-(2-hydroxyethyl)-1-methyl-2-((6-(2,2,2-trifluoroethoxy)benzo-[d]oxazol-2-yl)amino)-1H-benzo[d]imidazole-5-carboxamide